rac-(1S,5R)-6-azabicyclo[3.2.1]Octane hydrochloride Cl.[C@@H]12CCC[C@@H](NC1)C2 |r|